C(C)OC(=O)C=1N=NN(C1C)CC1=CC=CC=C1 1-benzyl-5-methyl-1,2,3-triazole-4-carboxylic acid ethyl ester